3-(naphthalen-1-yl)-1-vinyl-1H-imidazol-3-ium C1(=CC=CC2=CC=CC=C12)[N+]1=CN(C=C1)C=C